(1S,3S)-3-{[2-methyl-6-(1-methyl-5-{[5-(3-methylbutyl)-2H-1,2,3,4-tetrazol-2-yl]methyl}-1H-1,2,3-triazol-4-yl)pyridin-3-yl]oxy}cyclohexane-1-carboxylic acid CC1=NC(=CC=C1O[C@@H]1C[C@H](CCC1)C(=O)O)C=1N=NN(C1CN1N=C(N=N1)CCC(C)C)C